(R)-N-(6-(3-(2-ethoxyphenoxy)piperidin-1-yl)pyrazin-2-yl)-4-phenylAzol-2-amine C(C)OC1=C(O[C@H]2CN(CCC2)C2=CN=CC(=N2)NC=2NC=C(C2)C2=CC=CC=C2)C=CC=C1